(3S)-4-(7-(4-Chloropyridin-2-yl)-5-(2-methylmorpholino)-7H-pyrrolo[2,3-d]pyrimidin-4-yl)-3-methylpiperazine-1-carboxylic acid tert-butyl ester C(C)(C)(C)OC(=O)N1C[C@@H](N(CC1)C=1C2=C(N=CN1)N(C=C2N2CC(OCC2)C)C2=NC=CC(=C2)Cl)C